C1(CC1)C1=C(C=C(C=N1)C1=CC(=C2C(=N1)N=C(N2)NC(=O)C=2C=CC(=NC2)CCC(=O)OCC)N(C)CC2(CCCC2)COC)C(F)(F)F Ethyl 3-[5-({5-[6-cyclopropyl-5-(trifluoromethyl)pyridin-3-yl]-7-({[1-(methoxymethyl)cyclopentyl]methyl} (methyl)amino)-1H-imidazo[4,5-b]pyridin-2-yl}carbamoyl)pyridin-2-yl]propanoate